C(=O)N1C=2C(NC(=NC2NCC1CNC1=CC=C(C(N[C@@H](CCC(=O)[O-])C(=O)O)=O)C=C1)N)=O 5-Formyl-tetrahydrofolate